norbornene-2,3-dicarboxylic acid di-isobutyl ester C(C(C)C)OC(=O)C=1C2CCC(C1C(=O)OCC(C)C)C2